P(=O)([O-])(F)C#N.P(=O)([O-])(F)C#N.[Li+].[Li+] lithium bis(cyanofluorophosphate)